3,3-Difluoro-cyclobutanecarboxylic acid {(S)-1-phenyl-3-[5-(1,2,4-trimethyl-6-oxo-1,6-dihydro-pyridine-3-carbonyl)-hexahydro-pyrrolo[3,4-c]pyrrol-2-yl]-propyl}-amide C1(=CC=CC=C1)[C@H](CCN1CC2CN(CC2C1)C(=O)C1=C(N(C(C=C1C)=O)C)C)NC(=O)C1CC(C1)(F)F